bisphosphine oxygen [O].P.P